C(C)(=O)N[C@H]([C@H](CC(C(=O)O)=O)O)[C@@H](O)[C@H](O)[C@H](O)CO 5-(acetylamino)-3,5-dideoxy-D-glycero-D-galacto-2-nonulosonic acid